COC[C@@H](C1=CC=CC=C1)NC=1NC(/C(/N1)=C/C=1C=C2C=NN=CC2=CC1)=O (4Z)-2-[[(1R)-2-methoxy-1-phenyl-ethyl]amino]-4-(phthalazin-6-ylmethylene)-1H-imidazol-5-one